COC=1N=C2C3=C(C=NC2=CC1)NC(C3)=O 2-methoxy-7H,8H,9H-pyrrolo[2,3-c]1,5-naphthyridin-8-one